C(C1=CC=CC=C1)OC=1C=2C3=C(N(C2C=CC1)C1=CC(=C(C=C1)F)C)CCOC31CC(C1)(C(=O)O)C (1R,3R)-9'-(benzyloxy)-5'-(4-fluoro-3-methylphenyl)-3-methyl-4',5'-dihydro-3'H-spiro[cyclobutane-1,1'-pyrano[4,3-b]indole]-3-carboxylic acid